N1(CCCCC1)CCCS 3-(piperidin-1-yl)propane-1-thiol